N5-(6-aminospiro[3.3]heptan-2-yl)-N2-(2-methoxyethyl)-6-methyl-N2-(2,2,2-trifluoroethyl)pyridine-2,5-diamine NC1CC2(CC(C2)NC=2C=CC(=NC2C)N(CC(F)(F)F)CCOC)C1